OC1=C(C(=O)C2=CC=CC=C2)C=CC(C1)([N+](=O)[O-])O 2,4-dihydroxy-4-nitrobenzophenone